SC(C)C1=CC(=CC(=C1)S)S 1,3,5-trimercaptoethylbenzene